N1C(N=CC2=CC=CC=C12)=O 1H-quinazolin-2-one